4-Aminobutylphenyldimethoxysilane NCCCC[Si](OC)(OC)C1=CC=CC=C1